penta-4-ene CCCC=C